Cl.Cl.ClC=1C(=NC2=CC=C(C=C2C1)N1C(=NN=C1)CCN)N1CCNCC1 2-[4-(3-chloro-2-piperazin-1-yl-6-quinolinyl)-1,2,4-triazol-3-yl]ethanamine dihydrochloride